6-oxo-1,6-dihydropyridine-2,5-dicarboxamide O=C1C(=CC=C(N1)C(=O)N)C(=O)N